(R)-1-(naphthalen-1-yl)ethanamine C1(=CC=CC2=CC=CC=C12)[C@@H](C)N